tert-butyl 3-(3,3-difluoropyrrolidine-1-carbonyl)-4H,5H,6H,7H-pyrazolo[1,5-a]pyrazine-5-carboxylate FC1(CN(CC1)C(=O)C=1C=NN2C1CN(CC2)C(=O)OC(C)(C)C)F